N-phenylspiro[cyclopentane-1,9'-fluorene]-2'-amine C1(=CC=CC=C1)NC1=CC=2C3(C4=CC=CC=C4C2C=C1)CCCC3